methyl propanesulfonate C(CC)S(=O)(=O)OC